7-(4-aminobicyclo[2.2.1]heptan-1-yl)-5-(quinolin-3-yl)-6-((triethylsilyl)ethynyl)-7H-pyrrolo[2,3-d]pyrimidin-4-amine NC12CCC(CC1)(C2)N2C(=C(C1=C2N=CN=C1N)C=1C=NC2=CC=CC=C2C1)C#C[Si](CC)(CC)CC